(S,E)-4-(8-amino-3-(1-(4-(pyrrolidin-1-yl)but-2-enoyl)pyrrolidin-2-yl)imidazo[1,5-a]pyrazin-1-yl)-N-(4-propylpyridin-2-yl)benzamide NC=1C=2N(C=CN1)C(=NC2C2=CC=C(C(=O)NC1=NC=CC(=C1)CCC)C=C2)[C@H]2N(CCC2)C(\C=C\CN2CCCC2)=O